BrC1=CC=C(CS(=O)(=O)C2=NC=3N(C(N(C(C3N2C)=O)C)=O)C)C=C1 8-(4-bromobenzylsulfonyl)-1,3,7-trimethyl-1H-purine-2,6(3H,7H)-dione